N-(6-(4,4-difluoropiperidin-1-yl)-4-methylpyridin-2-yl)-2-(4,4-dimethyl-1,4-azasilinan-1-yl)-5-fluoro-4-((2-hydroxyethyl)sulfonamido)benzamide FC1(CCN(CC1)C1=CC(=CC(=N1)NC(C1=C(C=C(C(=C1)F)NS(=O)(=O)CCO)N1CC[Si](CC1)(C)C)=O)C)F